(rac)-4-(4-bromo-2,6-difluorophenyl)-3-cyclopropyl-1-(1-((2-(trimethylsilyl)ethoxy)methyl)-1H-benzo[d]imidazol-5-yl)azetidin-2-one BrC1=CC(=C(C(=C1)F)C1C(C(N1C1=CC2=C(N(C=N2)COCC[Si](C)(C)C)C=C1)=O)C1CC1)F